N[C@@H]1[C@@H](OCC12CCN(CC2)C2=C(C(N(C(=N2)C)C2=C(C(=C(C=C2)F)Cl)Cl)=O)C)C 6-((3S,4S)-4-Amino-3-methyl-2-oxa-8-aza-spiro[4.5]dec-8-yl)-3-(2,3-dichloro-4-fluoro-phenyl)-2,5-dimethyl-3H-pyrimidin-4-one